ClC1=C2C(=NC=C1)NC=C2CC#N 2-(4-chloro-1H-pyrrolo[2,3-b]pyridin-3-yl)acetonitrile